1,4-bis(4-(phenylethynyl)phenoxy)butane C1(=CC=CC=C1)C#CC1=CC=C(OCCCCOC2=CC=C(C=C2)C#CC2=CC=CC=C2)C=C1